(R)-4-(4-methylphenyl)-oxan-2-one CC1=CC=C(C=C1)[C@H]1CC(OCC1)=O